4-(6,6-difluoro-2-(4-fluorophenyl)-4,5,6,7-tetrahydropyrazolo[1,5-a]pyridin-3-yl)-1H-pyrazolo[3,4-b]pyridine FC1(CCC=2N(C1)N=C(C2C2=C1C(=NC=C2)NN=C1)C1=CC=C(C=C1)F)F